tert-butyl (1R,3s,5S)-3-((6-(5-fluoro-2-(methoxymethoxy)-4-(1H-pyrazol-4-yl)phenyl)pyridazin-3-yl)(methyl)amino)-1,5-dimethyl-8-azabicyclo[3.2.1]octane-8-carboxylate FC=1C(=CC(=C(C1)C1=CC=C(N=N1)N(C1C[C@]2(CC[C@@](C1)(N2C(=O)OC(C)(C)C)C)C)C)OCOC)C=2C=NNC2